1-(4-fluoro-2-methylphenyl)-3-(pyridazin-4-yl)-6-(trifluoromethyl)-2,3-dihydroquinazolin-4(1H)-one FC1=CC(=C(C=C1)N1CN(C(C2=CC(=CC=C12)C(F)(F)F)=O)C1=CN=NC=C1)C